S1C(=NC2=C1C=CC=C2)C2=C(SC=1CNCCC12)NC(CCNC(C)CC)=O N-(3-(benzo[d]thiazol-2-yl)-4,5,6,7-tetrahydrothieno[2,3-c]pyridin-2-yl)-3-(sec-butylamino)propanamide